2-(2-aminoethyl)-5-chloro-N-(pyridazin-3-ylmethyl)-1,3-thiazole-4-carboxamide dihydrochloride Cl.Cl.NCCC=1SC(=C(N1)C(=O)NCC=1N=NC=CC1)Cl